Ethylen glycol monosalicylate C(C=1C(O)=CC=CC1)(=O)OCCO